2,3-diphenyl-5-(10-phenylanthracen-9-yl)-1-benzofuran C1(=CC=CC=C1)C=1OC2=C(C1C1=CC=CC=C1)C=C(C=C2)C=2C1=CC=CC=C1C(=C1C=CC=CC21)C2=CC=CC=C2